Iridium(III) Tris[(Dimethylfluorenylpyrazole)] CC1=C(C(=NN1)C1=CC=CC=2C3=CC=CC=C3CC12)C.CC1=C(C(=NN1)C1=CC=CC=2C3=CC=CC=C3CC12)C.CC1=C(C(=NN1)C1=CC=CC=2C3=CC=CC=C3CC12)C.[Ir+3]